ClC=1C=C(C=CC1)C(N1C[C@@H](N(C[C@H]1C)C1=CC(N(C=2C=CC(=NC12)C#N)C)=O)C)C1=CC(=CC=C1)Cl 8-[(2S,5R)-4-[bis(3-chlorophenyl)methyl]-2,5-dimethylpiperazin-1-yl]-5-methyl-6-oxo-5,6-dihydro-1,5-naphthyridine-2-carbonitrile